[Si](C)(C)(C(C)(C)C)OCCN1N=C(C(=C1)[N+](=O)[O-])OC 1-{2-[(tert-butyldimethylsilyl)oxy]ethyl}-3-methoxy-4-nitropyrazole